sodium tetrafluoropropanol FC(C(O)(F)F)(C)F.[Na]